(4-methylmorpholin-2-yl)methyl 4-methylbenzenesulfonate CC1=CC=C(C=C1)S(=O)(=O)OCC1CN(CCO1)C